N1(CCCC1)CC1(CCCCC1)CNC(=O)C1=CC2=C(S1)CCCCCC2 N-{[1-(pyrrolidin-1-ylmethyl)cyclohexyl]methyl}-4H,5H,6H,7H,8H,9H-cycloocta[b]thiophene-2-carboxamide